COC1=CC=C(CN2N=CC3=C(C2=O)C(=NN3C(C(OCCC(=O)O)([2H])[2H])C)C(F)(F)F)C=C1 3-(2-(5-(4-methoxybenzyl)-4-oxo-3-(trifluoromethyl)-4,5-dihydro-1H-pyrazolo[3,4-d]pyridazin-1-yl)propoxy-1,1-d2)propanoic acid